2-(4-(3-amino-6-chloropyridazin-4-yl)piperazin-1-yl)acetic acid NC=1N=NC(=CC1N1CCN(CC1)CC(=O)O)Cl